7-(3R-hydroxy-5-keto-cyclopent-1-enyl)heptanoic acid O[C@H]1C=C(C(C1)=O)CCCCCCC(=O)O